ClC1=CC=CC=2C(N=C3N(C12)C1=CC(=CC=C1C31CC(C1)=O)C1CCNCC1)=O chloro-10'-(piperidin-4-yl)-5'H-spiro[cyclobutane-1,7'-indolo[1,2-a]quinazoline]-3,5'-dione